(R)-N-(1-(3-(difluoromethyl)-2-fluorophenyl)ethyl)-3-(6-methoxy-2-azaspiro[3.3]heptan-2-yl)-8-methylpyrido[2,3-d]pyridazin-5-amine FC(C=1C(=C(C=CC1)[C@@H](C)NC1=C2C(=C(N=N1)C)N=CC(=C2)N2CC1(C2)CC(C1)OC)F)F